S(=O)(=O)(O)O.C(C)C=1N(C=CC=CC1NC)C=1C=2N(C3=C(N1)N=CC(=C3)Br)C=NN2 ethyl-1-(8-bromopyrido[2,3-e][1,2,4]triazolo[4,3-a]pyrazin-4-yl)-N-methylazepin-3-amine sulfate salt